C(C)N(C1CCN(CC1)C=1C=C(C=2N(C(C=C(N2)C2=CC(=C(C=C2)OC)OC)=O)C1)C)CC 7-[4-(diethylamino)piperidin-1-yl]-2-(3,4-dimethoxyphenyl)-9-methyl-4H-pyrido[1,2-a]pyrimidin-4-one